C(C)(C)(C)OC(=O)N1[C@@H](COCC1)C=1C=C(C=C2CCN(CC12)C(=O)N1C(CC(C1)OC)(C)C)C=1C=C2C(=NC1)NC=C2C (3R)-3-(2-(4-methoxy-2,2-dimethylpyrrolidine-1-carbonyl)-6-(3-methyl-1H-pyrrolo[2,3-b]pyridin-5-yl)-1,2,3,4-tetrahydroisoquinolin-8-yl)morpholine-4-carboxylic acid tert-butyl ester